C(#C)C=1C=NN(C1)C(F)(F)F 4-ethynyl-1-(trifluoromethyl)-1H-pyrazole